Benzyl 2-(4-(hydroxymethyl)piperidin-1-yl)acetate OCC1CCN(CC1)CC(=O)OCC1=CC=CC=C1